CN(C)CC(CC)NC(CN1S(C2=C(C3=C1C=CC(=C3)C(F)(F)F)C=CC(=C2)F)(=O)=O)=O N-{1-[(dimethylamino)methyl]propyl}-2-[3-fluoro-5,5-dioxido-9-(trifluoromethyl)-6H-dibenzo[c,e][1,2]thiazin-6-yl]acetamide